tert-butyl (3-(4,4,5,5-tetramethyl-1,3,2-dioxaborolan-2-yl)cyclohex-3-en-1-yl)carbamate CC1(OB(OC1(C)C)C=1CC(CCC1)NC(OC(C)(C)C)=O)C